C(C)C(COC(=O)C1=CC=C(C=C1)C(=O)OCC(CCCC)CC)CCCC.C(C)N(CCO)CCO N-ethyl-diethanolamine bis(2-ethylhexyl)-1,4-benzenedicarboxylate